[Si](C)(C)(C(C)(C)C)OCCN1C(N(CC1=O)C=1C=2N(C=C(C1)C1CC1)C=C(N2)CO)=O 3-(2-((tert-butyldimethylsilyl)oxy)ethyl)-1-(6-cyclopropyl-2-(hydroxymethyl)imidazo[1,2-a]pyridin-8-yl)imidazolidine-2,4-dione